(3R,5R,7R)-N-((1-((1R,4R)-4-(cyanomethyl)cyclohexyl)-1,6-dihydroimidazo[4,5-d]pyrrolo[2,3-b]pyridin-2-yl)methyl)adamantane-1-carboxamidine C(#N)CC1CCC(CC1)N1C(=NC=2C1=C1C(=NC2)NC=C1)CNC(=N)C12CC3CC(CC(C1)C3)C2